O=CCCC=1OC=C(N1)C(=O)OC Methyl 2-(3-oxopropyl)oxazole-4-carboxylate